(R)-N-(6-(((tert-butyldimethylsilyl)oxy)methyl)-5-chloropyridin-3-yl)-2-chloro-8-methyl-8-(trifluoromethyl)-7,8-dihydro-6H-pyrazolo[1,5-a]pyrrolo[2,3-e]pyrimidine-6-carboxamide [Si](C)(C)(C(C)(C)C)OCC1=C(C=C(C=N1)NC(=O)N1C[C@](C2=C1C=NC=1N2N=C(C1)Cl)(C(F)(F)F)C)Cl